(S)-N-(7-(3-methoxy-3-methylbut-1-yn-1-yl)-5-methyl-4-oxo-2,3,4,5-tetrahydrobenzo[b][1,4]oxazepin-3-yl)-4-phenoxypicolinamide COC(C#CC1=CC2=C(OC[C@@H](C(N2C)=O)NC(C2=NC=CC(=C2)OC2=CC=CC=C2)=O)C=C1)(C)C